(S)-4-Amino-2-methyl-5-((1-methylazetidin-2-yl)methoxy)-N-(1-(7-vinylquinolin-5-yl)cyclopropyl)benzamide NC1=CC(=C(C(=O)NC2(CC2)C2=C3C=CC=NC3=CC(=C2)C=C)C=C1OC[C@H]1N(CC1)C)C